[3-(4-methylphenyl)-5-[(E)-morpholin-4-ylmethylideneamino]imidazol-4-yl]-phenylmethanone CC1=CC=C(C=C1)N1C=NC(=C1C(=O)C1=CC=CC=C1)/N=C/N1CCOCC1